OCCN(CC(=O)O)C N-(2-hydroxyethyl)-N-methylglycine